4-((3-(7-(((Z)-3-fluoro-1-methylpiperidin-4-yl)amino)-3-(2,2,2-trifluoroethyl)benzo[b]thiophen-2-yl)prop-2-yn-1-yl)amino)-3-methoxybenzamide FC1CN(CCC1NC1=CC=CC2=C1SC(=C2CC(F)(F)F)C#CCNC2=C(C=C(C(=O)N)C=C2)OC)C